3-(8-(2-(pyridin-4-yl)pyrido[3,4-d]pyrimidin-4-yl)-2,8-diazaspiro[4.5]decan-2-yl)propionitrile N1=CC=C(C=C1)C=1N=C(C2=C(N1)C=NC=C2)N2CCC1(CCN(C1)CCC#N)CC2